(2S,4R)-1-((2-(((2-bromo-[1,1'-biphenyl]-3-yl)methyl)thio)-4,6-dimethoxypyrimidin-5-yl)methyl)-4-hydroxypyrrole-2-carboxylic acid BrC1=C(C=CC=C1CSC1=NC(=C(C(=N1)OC)CN1C(=CC(=C1)O)C(=O)O)OC)C1=CC=CC=C1